P(=O)(OC(C)CC1=CC=CC=C1)([O-])[O-] 3-phenylpropan-2-yl phosphate